[Si](C1=CC=CC=C1)(C1=CC=CC=C1)(C(C)(C)C)OCC1=C(C(=O)O)C=CC(=C1)C(=O)N1CCN(CC1)C(C1=CC(=C(C(=C1)OCCCCCCCCCCCCCCCCCC)OCCCCCCCCCCCCCCCCCC)OCCCCCCCCCCCCCCCCCC)=O 2-(((tert-butyldiphenylsilyl)oxy)methyl)-4-(4-(3,4,5-tris(octadecyloxy)benzoyl)piperazine-1-carbonyl)benzoic acid